2-(3,4-epoxycyclohexyl)ethyltrimethoxysilane C1(CC2C(CC1)O2)CC[Si](OC)(OC)OC